1H-benzo[d][1,2,3]triazol-1-yl (1,3-dioxoisoindolin-2-yl)(2-(methylthio)ethyl)carbamate O=C1N(C(C2=CC=CC=C12)=O)N(C(ON1N=NC2=C1C=CC=C2)=O)CCSC